(E)-7-(4-(dimethylamino)but-2-enoyl)-2-(4-phenoxyphenyl)-4,5,6,7,8,9-hexahydropyrazolo[1',5':1,2]imidazo[4,5-d]azepine-3-carboxamide CN(C/C=C/C(=O)N1CCC2=C(CC1)N1C(N2)=C(C(=N1)C1=CC=C(C=C1)OC1=CC=CC=C1)C(=O)N)C